sodium N,N'-methylenebisacrylamide C(NC(C=C)=O)NC(C=C)=O.[Na]